OC([C@@H]1N([C@H]2CN(C[C@@H]1C2)C(C)C2=CC=CC=C2)C(=O)OC(C)(C)C)([2H])[2H] tert-butyl (1S,5R,7R)-7-(hydroxymethyl-d2)-3-(1-phenylethyl)-3,6-diazabicyclo[3.2.1]octane-6-carboxylate